methyl 1-[5-[(3R)-3-amino-5-[(4-chlorophenyl)methyl]-8-fluoro-1,1,4-trioxo-2,3-dihydro-1lambda6,5-benzothiazepin-7-yl]-1,3,4-oxadiazol-2-yl]-3-azabicyclo[3.1.0]hexane-3-carboxylate N[C@H]1CS(C2=C(N(C1=O)CC1=CC=C(C=C1)Cl)C=C(C(=C2)F)C2=NN=C(O2)C21CN(CC1C2)C(=O)OC)(=O)=O